tert-Butyl (2S)-2-((4-methyl-3-((1-(7-(5-(1-(pyrrolidin-1-yl)ethyl)thiophen-2-yl)quinolin-5-yl)cyclopropyl)carbamoyl)phenoxy)methyl)azetidine-1-carboxylate CC1=C(C=C(OC[C@H]2N(CC2)C(=O)OC(C)(C)C)C=C1)C(NC1(CC1)C1=C2C=CC=NC2=CC(=C1)C=1SC(=CC1)C(C)N1CCCC1)=O